C(C)OC(=O)C=1C(=NC(=NC1)SC)N[C@H]1C[C@H](CCC1)OC 4-((1R,3S)-3-methoxycyclohexylamino)-2-(methylthio)pyrimidine-5-carboxylic acid ethyl ester